N1C=NC=C1.C(C)N1C=[N+](C=C1)C 1-ethyl-3-methyl-imidazolium imidazole salt